C1(CC1)C1=CC=C(C2=CC=CC=C12)NC1=NC(=NC=C1)SC(C(=O)[O-])(C)C 2-((4-((4-Cyclopropylnaphthalen-1-yl) amino) pyrimidin-2-yl) thio)-2-methylpropionate